N-(5-methyl-1,3,4-oxadiazol-2-yl)-2-(3-methylphenoxy)benzamide CC1=NN=C(O1)NC(C1=C(C=CC=C1)OC1=CC(=CC=C1)C)=O